benzyl 2,5-dimethyl-1-((S)-1-phenylethyl)-4,5-dihydro-1H-pyrrole-3-carboxylate CC=1N(C(CC1C(=O)OCC1=CC=CC=C1)C)[C@@H](C)C1=CC=CC=C1